C1(CCC1)[NH-] CYCLOBUTYLAMIDE